bis(di-t-butylphosphino)ferrocene palladium dichloride [Pd](Cl)Cl.C(C)(C)(C)P(C(C)(C)C)[C-]1C=CC=C1.[C-]1(C=CC=C1)P(C(C)(C)C)C(C)(C)C.[Fe+2]